BrC1=CC(=CC=2N=C(OC21)C=2C=C(C=CC2)C2=C(C=C(C=C2)F)C2=NN=CN2C)C(=O)OC Methyl 7-bromo-2-(4'-fluoro-2'-(4-methyl-4H-1,2,4-triazol-3-yl)-[1,1'-biphenyl]-3-yl)benzo[d]oxazole-5-carboxylate